(4'-propoxybenzylidene)-1-allylsorbitol C(CC)OC1=CC=C(C=C([C@H]([C@H]([C@@H]([C@H](C(O)CC=C)O)O)O)O)O)C=C1